CC1=C2C(C(=CN(C2=NC(=C1)N1CC(C1)C(CC)=O)C1=NC=NS1)C(=O)O)=O 5-methyl-4-oxo-7-(3-propionylazetidin-1-yl)-1-(1,2,4-thiadiazol-5-yl)-1,4-dihydro-1,8-naphthyridine-3-carboxylic acid